C1(=CC=CC=C1)C=1C=C(OC1)C(=O)NC=1C=NC=CC1 4-phenyl-N-(pyridin-3-yl)furan-2-carboxamide